Xylene BenzylButylphthalate C(C1=CC=CC=C1)C=1C(=C(C(C(=O)O)=CC1)C(=O)O)CCCC.C=1(C(=CC=CC1)C)C